tin butyrate tin oleate C(CCCCCCC\C=C/CCCCCCCC)(=O)[O-].[Sn+4].C(CCC)(=O)[O-].[Sn+4]